N-(6-(3,5-difluoro-2-(hydroxymethyl)phenyl)imidazo[1,2-a]pyridin-2-yl)cyclopropanecarboxamide FC=1C(=C(C=C(C1)F)C=1C=CC=2N(C1)C=C(N2)NC(=O)C2CC2)CO